tertiary butyl hypochlorite ClOC(C)(C)C